C(C)(C)(C)OC(=O)N1CC2=C(C=C(C=C2CC1)C1=CN=CO1)OCC1=CC=CC=C1 8-(benzyloxy)-6-(oxazol-5-yl)-3,4-dihydroisoquinoline-2(1H)-carboxylic acid tert-butyl ester